tert-butyl ((1r,3r)-3-(naphthalen-2-yloxy)cyclobutyl)carbamate C1=C(C=CC2=CC=CC=C12)OC1CC(C1)NC(OC(C)(C)C)=O